methyl-tert-butyl-6-tert-butylphenol CC=1C(=C(C(=CC1)C(C)(C)C)O)C(C)(C)C